C(C)N1N=C(C2=C1C(NCC1(CCOCC1)C2)=O)C[C@H](COC(=O)C=2N=COC2)C Oxazole-4-carboxylic acid [(2R)-3-(1-ethyl-8-oxo-spiro[6,7-dihydro-4H-pyrazolo[3,4-c]azepin-5,4'-tetrahydropyran]-3-yl)-2-methyl-propyl] ester